C(C)NC=1C=C2OC3=CC(C=CC3=NC2=CC1C)=[N+](CCOCCOC)CCOCCOC N-(7-(ethylamino)-8-methyl-3H-phenoxazin-3-ylidene)-2-(2-methoxyethoxy)-N-(2-(2-methoxyethoxy)ethyl)ethan-1-aminium